(S)-7-Methyl-5-(2-oxopropyl)-8-[(2S,3S,4R)-2,3,4,5-tetrahydroxypentyl]-1,5,7,8-tetrahydropteridine-2,4,6(3H)-trione C[C@H]1C(N(C=2C(NC(NC2N1C[C@@H]([C@@H]([C@@H](CO)O)O)O)=O)=O)CC(C)=O)=O